3,4-dihydro-2H-benzo[b][1,4]thiazine S1C2=C(NCC1)C=CC=C2